(+)-1,2-propylene glycol C(C(C)O)O